S1C=CC2=C1[C@H](OCC2)[C@H]2N(CCC2)C(=O)OCC2C1=CC=CC=C1C=1C=CC=CC21 (S)-(9H-fluoren-9-yl)methyl 2-((R)-5,7-dihydro-4H-thieno[2,3-c]pyran-7-yl)pyrrolidine-1-carboxylate